ClC=1C(=C2CC(CC2=CC1)NC=1C=CC(=NC1)[C@@H](C(F)(F)F)N(C(=O)[C@@H]1CNC(C1)=O)C)F (3S)-N-((1S)-1-(5-((5-chloro-4-fluoro-2,3-dihydro-1H-inden-2-yl)amino)pyridin-2-yl)-2,2,2-trifluoroethyl)-N-methyl-5-oxopyrrolidine-3-carboxamide